N(=[N+]=[N-])CCOCCOCCOCCOCCOCCNC(C1=CC=C(C=C1)C=1OC=2C3=C(C=CC2C(C1)=O)OCO3)=O N-(17-azido-3,6,9,12,15-pentaoxaheptadecyl)-4-(6-oxo-6H-[1,3]dioxolo[4,5-h]chromen-8-yl)benzamide